N1(CCC1)C1=NC(=C(C(=C1C#N)C1=CC=C(C=C1)OCCO)C#N)SCC1=CC=C(C=C1)OC 2-(azetidin-1-yl)-4-[4-(2-hydroxyethoxy)phenyl]-6-[(4-methoxyphenyl)-methylsulfanyl]pyridine-3,5-dicarbonitrile